2-[2-[[3-chloro-6-[3,6-dihydro-3-methyl-2,6-bisoxo-4-(trifluoromethyl)-1(2H)-pyrimidinyl]-5-fluoro-2-pyridinyl]oxy]phenoxy]-acetic acid methyl ester COC(COC1=C(C=CC=C1)OC1=NC(=C(C=C1Cl)F)N1C(N(C(=CC1=O)C(F)(F)F)C)=O)=O